tert-butyl 6-[[5-(trifluoromethyl)-1H-pyrazol-3-yl]methylene]-2-azaspiro[3.3]heptane-2-carboxylate FC(C1=CC(=NN1)C=C1CC2(CN(C2)C(=O)OC(C)(C)C)C1)(F)F